OCC(C=C)OC[C@H](C=C)NC(OC(C)(C)C)=O tert-butyl [(1S)-1-({[1-(hydroxymethyl)prop-2-en-1-yl]oxy}methyl)prop-2-en-1-yl]carbamate